O=C1NC(CCC1N1C(C(=CC1=O)NC=1C=C(C=CC1)CC(=O)O)=O)=O 2-(3-((1-(2,6-dioxopiperidin-3-yl)-2,5-dioxo-2,5-dihydro-1H-pyrrol-3-yl)amino)phenyl)acetic acid